FC(C=1C=C2CC[C@@]3(C2=CC1)N=C1N(C=C(C=C1O)C(F)(F)F)C3)(F)F (S)-5',6-bis(trifluoromethyl)-2',3'-dihydro-3H-spiro[imidazo[1,2-a]pyridine-2,1'-inden]-8-ol